((4R,5R)-5-(2-nitrophenyl)-2,2-dimethyl-1,3-dioxolan-4-yl)methyl sulfamate S(N)(OC[C@H]1OC(O[C@@H]1C1=C(C=CC=C1)[N+](=O)[O-])(C)C)(=O)=O